(R)-N-(1-cyanopyrrolidin-3-yl)-5-(2-methoxyphenyl)-1H-pyrazole-3-carboxamide C(#N)N1C[C@@H](CC1)NC(=O)C1=NNC(=C1)C1=C(C=CC=C1)OC